C(#C)C1N(CCC1)C(=O)[O-] 2-ethynylpyrrolidin-1-carboxylate